rac-((R)-1-((R)-3-methoxy-2-(pyrazine-2-carboxamido)propanamido)-2-((1R,2S)-2-phenylcyclopropyl)ethyl)boronic acid COC[C@H](C(=O)N[C@@H](C[C@@H]1[C@H](C1)C1=CC=CC=C1)B(O)O)NC(=O)C1=NC=CN=C1 |r|